N[C@@H](C(C)C)C(=O)N[C@@H](CO)C(=O)O L-valyl-L-serine